COCOC1=C(C=CC=C1)C1=CC2=C(N=N1)NC1=C2C(NCC1)COC 3-(2-(Methoxymethoxy)phenyl)-5-(methoxymethyl)-6,7,8,9-tetrahydro-5H-pyrido[3',4':4,5]pyrrolo[2,3-c]pyridazine